C(C)(C)N1[C@H](CN(CC1)C(=O)OC(C)(C)C)CC Tert-butyl (S)-4-(isopropyl)-3-ethylpiperazine-1-carboxylate